butyl 3-mercapto-6,7-dihydro-2H-pyrazolo[4,3-c]pyridine-5(4H)-carboxylate SC=1NN=C2C1CN(CC2)C(=O)OCCCC